1-tert-butyl 3-methyl 4,4-dimethylpiperidine-1,3-dicarboxylate CC1(C(CN(CC1)C(=O)OC(C)(C)C)C(=O)OC)C